C1(=CC=CC=C1)C=C(C)S(=O)(=O)F (trans)-1-phenylpropene-2-sulfonyl fluoride